(3-(3-(3,4-difluoro-2-methoxyphenyl)-5-methyl-5-(trifluoromethyl)tetrahydrothiophene-2-carboxamido)phenyl)boric acid FC=1C(=C(C=CC1F)C1C(SC(C1)(C(F)(F)F)C)C(=O)NC=1C=C(C=CC1)OB(O)O)OC